4'-chlorobiphenyl-4-ylboronic acid ClC1=CC=C(C=C1)C1=CC=C(C=C1)B(O)O